2-Acetamido-N-(4-iodophenyl)benzamide Tert-butyl-4-(4-((3-cyano-6-(3-(3-cyclopentyl-2-oxoimidazolin-1-yl)piperidin-1-yl)pyrazin-2-yl)amino)phenyl)-4-methylpiperidine-1-carboxylate C(C)(C)(C)OC(=O)N1CCC(CC1)(C)C1=CC=C(C=C1)NC1=NC(=CN=C1C#N)N1CC(CCC1)N1C(N(CC1)C1CCCC1)=O.C(C)(=O)NC1=C(C(=O)NC2=CC=C(C=C2)I)C=CC=C1